2-[1-(2,4,6-trimethylphenylimino)ethyl]-6-[1-(2,4-dichloro-6-methylphenylimino)ethyl]pyridine iron dichloride [Fe](Cl)Cl.CC1=C(C(=CC(=C1)C)C)N=C(C)C1=NC(=CC=C1)C(C)=NC1=C(C=C(C=C1C)Cl)Cl